(S)-8-(1-((2-(8-fluoro-1-hydroxy-1H-benzo[d][1,2,6]oxazaborinin-6-yl)pyridin-3-yl)amino)ethyl)-3,6-dimethyl-2-(piperidin-1-yl)-4H-chromen-4-one FC1=CC(=CC=2C=NOB(C21)O)C2=NC=CC=C2N[C@@H](C)C=2C=C(C=C1C(C(=C(OC21)N2CCCCC2)C)=O)C